Caproaldehyd C(CCCCC)=O